NC=1C=C(C=CC1)OB(O)O.NC=1C=C(C=CC1C)OB(O)O 3-amino-4-methylphenyl-boric acid, 3-aminophenyl-borate salt